N-(3-methoxy-4-(3-((2-morpholinoethyl)amino)-6-((3-oxo-3,4-dihydropyrazin-2-yl)amino)-1H-pyrazolo[4,3-c]pyridin-1-yl)benzyl)methanesulfonamide COC=1C=C(CNS(=O)(=O)C)C=CC1N1N=C(C=2C=NC(=CC21)NC2=NC=CNC2=O)NCCN2CCOCC2